OC1(CCC(CC1)[C@@H]1NC2=C(OC1)C=C(C=C2[N+](=O)[O-])S(=O)(=O)N)C (S)-3-((1r,4S)-4-hydroxy-4-methylcyclohexyl)-5-nitro-3,4-dihydro-2H-benzo[b][1,4]oxazine-7-sulfonamide